1-fluoro-4-phenoxybenzene FC1=CC=C(C=C1)OC1=CC=CC=C1